FC(C1=CC=C(C=C1)C1=CC=CN2C1=NS(CC2)(=O)=O)(C2=CC(=C(C=C2)F)C)F 9-{4-[difluoro(4-fluoro-3-methylphenyl)methyl]phenyl}-3,4-dihydropyrido[2,1-c][1,2,4]thiadiazine 2,2-dioxide